O=C1N=C(NC(C1)=O)CNC(CC)=O N-((4,6-dioxo-1,4,5,6-tetrahydropyrimidin-2-yl)methyl)propanamide